Ditert-butyl (2S,4R)-4-[4-amino-3-(methylamino)phenoxy]pyrrolidine-1,2-dicarboxylate NC1=C(C=C(O[C@@H]2C[C@H](N(C2)C(=O)OC(C)(C)C)C(=O)OC(C)(C)C)C=C1)NC